4-((2,6-difluoro-4-(5-hydroxypyrazin-2-yl)benzyl)oxy)phenyl sulfurofluoridate S(OC1=CC=C(C=C1)OCC1=C(C=C(C=C1F)C1=NC=C(N=C1)O)F)(=O)(=O)F